C1N(CC2C1CNC2)C(=O)C=2C=C1C(=CNC1=CC2)C(C)C 5-{octahydropyrrolo[3,4-c]pyrrole-2-carbonyl}-3-(propan-2-yl)-1H-indole